2-(3-((S)-(4-methyl-4H-1,2,4-triazol-3-yl)(oxetan-3-yl)methyl)phenyl)-6-((R)-1-((1-methylcyclobutyl)amino)ethyl)-4-(trifluoromethyl)isoindolin-1-one CN1C(=NN=C1)[C@H](C=1C=C(C=CC1)N1C(C2=CC(=CC(=C2C1)C(F)(F)F)[C@@H](C)NC1(CCC1)C)=O)C1COC1